carbamoyl-L-ornithinamide C(N)(=O)N[C@@H](CCCN)C(=O)N